2-(4'-methoxy-3'-(N-(5-oxo-6,7-dihydro-5H-pyrrolo[3,4-b]pyridin-3-yl)sulfamoyl)-[1,1'-biphenyl]-4-yl)acetic acid COC1=C(C=C(C=C1)C1=CC=C(C=C1)CC(=O)O)S(NC=1C=C2C(=NC1)CNC2=O)(=O)=O